7-oxo-5-(4-phenoxyphenyl)-2-(prop-1-en-2-yl)-4,7-dihydropyrazolo[1,5-a]Pyrimidine-3-carboxylic acid ethyl ester C(C)OC(=O)C=1C(=NN2C1NC(=CC2=O)C2=CC=C(C=C2)OC2=CC=CC=C2)C(=C)C